ClC1=CC=C(OC2=CC=C(C=N2)C=2N=NN(N2)C[C@@H](CO)NC(OC(C)(C)C)=O)C=C1 (S)-tert-Butyl (1-(5-(6-(4-chlorophenoxy)pyridin-3-yl)-2H-tetrazol-2-yl)-3-hydroxypropan-2-yl)carbamate